C(C)(C)(C)OC(=O)N(C1=NC=CC(=C1)C=1OC=C(N1)C(=O)O)CC(F)(F)F 2-[2-[tert-butoxycarbonyl-(2,2,2-trifluoroethyl)amino]-4-pyridyl]oxazole-4-carboxylic acid